(3-((t-butoxycarbonyl)(methyl)amino)phenyl)boronic acid C(C)(C)(C)OC(=O)N(C=1C=C(C=CC1)B(O)O)C